OCCCCCCOC1=CC=C(C=C1)C(C=CC1=CC=C(C=C1)C(C(C(C(C(C(F)(F)F)(F)F)(F)F)(F)F)(F)F)(F)F)=O 1-[4-(6-Hydroxyhexoxy)phenyl]-3-[4-(1,1,2,2,3,3,4,4,5,5,6,6,6-tridecafluorohexyl)phenyl]prop-2-en-1-one